N-(4-([1,2,4]triazolo[1,5-c]pyrimidin-7-yloxy)-3-methylphenyl)-6-methoxy-5-(3-methyl-3,7-diazabicyclo[4.2.0]octan-7-yl)quinazolin-4-amine N=1C=NN2C=NC(=CC21)OC2=C(C=C(C=C2)NC2=NC=NC1=CC=C(C(=C21)N2C1CCN(CC1C2)C)OC)C